N/C(=C/1\C(N(C(N(C1=O)CCCC)=O)C1CCC2(CC3(C(N(C(N3C)=O)C)=O)C2)CC1)=O)/NC (E)-5-(Amino(methylamino)methylene)-1-butyl-3-((5S,7s,10S)-1,3-dimethyl-2,4-dioxo-1,3-diazadispiro[4.1.57.15]tridecan-10-yl)pyrimidine-2,4,6(1H,3H,5H)-trione